C(C1CO1)OCCOC1=C(C=C(C=C1)C1(C2=CC=CC=C2C=2C=CC=CC12)C1=CC(=C(C=C1)OCCOCC1CO1)C)C 9,9-bis[4-(2-glycidoxyethoxy)-3-methylphenyl]fluorene